N-(4-((3R,4S)-3-fluoro-4-methoxypiperidin-1-yl)-1,3,5-triazin-2-yl)-5-isopropyl-8-((2S,3R)-2-methyl-3-((methanesulfonyl)methyl)azetidin-1-yl)isoquinolin-3-amine F[C@@H]1CN(CC[C@@H]1OC)C1=NC(=NC=N1)NC=1N=CC2=C(C=CC(=C2C1)C(C)C)N1[C@H]([C@@H](C1)CS(=O)(=O)C)C